1,2,2-trifluoroethyl difluoromethyl ether FC(F)OC(C(F)F)F